(1R,4R)-2-(4-(1,4-Dimethyl-2-(4-(methylsulfonyl)phenyl)-1H-pyrrolo[3,2-c]pyridin-6-yl)benzyl)-2,5-diazabicyclo[2.2.2]octane CN1C(=CC=2C(=NC(=CC21)C2=CC=C(CN1[C@H]3CN[C@@H](C1)CC3)C=C2)C)C2=CC=C(C=C2)S(=O)(=O)C